methyl 2-((1R,5S,6R)-3-(7,7-difluoro-2-((S)-2-methylpiperidin-1-yl)-6,7-dihydro-5H-cyclopenta[d]pyrimidin-4-yl)-3-azabicyclo[3.1.0]hexan-6-yl)acetate FC1(CCC2=C1N=C(N=C2N2C[C@@H]1C([C@@H]1C2)CC(=O)OC)N2[C@H](CCCC2)C)F